FC1=C(C=CC=C1)C1=CC2=C(NC(=N2)CCNCCC=2OC=C(N2)C(=O)NCC2=NC=CC=C2F)C=C1 2-(2-((2-(5-(2-fluorophenyl)-1H-benzo[d]imidazol-2-yl)ethyl)amino)ethyl)-N-((3-fluoropyridin-2-yl)methyl)oxazole-4-carboxamide